C1(CC1)N1C(C(=CC(=C1)O)C)=O 1-cyclopropyl-5-hydroxy-3-methyl-1,2-dihydropyridin-2-one